Bicyclo[3.2.1]octan-8-one C12CCCC(CC1)C2=O